(E)-N-(4-(1-(3-(3-(2,5-dioxo-2,5-dihydro-1H-pyrrol-1-yl)propanamido)benzoyl)piperidin-4-yl)butyl)-3-(pyridin-3-yl)acrylamide O=C1N(C(C=C1)=O)CCC(=O)NC=1C=C(C(=O)N2CCC(CC2)CCCCNC(\C=C\C=2C=NC=CC2)=O)C=CC1